CC(C(C)(OOCC1=CC=CC=C1)C)=CC(C)(OOCC1=CC=CC=C1)C 3,2,5-trimethyl-2,5-bis(benzylperoxy)hexaneN